2-[3,5-Bis(trifluoromethyl)phenyl]-N-[(1-methyl-1H-pyrazol-4-yl)(1-methylpiperidin-3-yl)sulfamoyl]acetamide sodium salt [Na].FC(C=1C=C(C=C(C1)C(F)(F)F)CC(=O)NS(N(C1CN(CCC1)C)C=1C=NN(C1)C)(=O)=O)(F)F